C(C)N(C(C1=CC=C(C=C1)C=1N=C(SC1)NC1=NC=CC=C1)=O)CC N,N-Diethyl-4-(2-(pyridin-2-ylamino)thiazol-4-yl)benzamid